hexahydro-1λ4-thiapyran-1-imine 1-oxide S1(CCCCC1)(=N)=O